CN([C@H](CNC(C[C@H](CC=C)C1=CC=CC=C1)=O)CC=1C=C2C=NNC2=CC1)C (S)-N-((S)-2-(dimethylamino)-3-(1H-indazol-5-yl)propyl)-3-phenylhex-5-enamide